4-chloro-D-phenylalanine ClC1=CC=C(C[C@@H](N)C(=O)O)C=C1